FC=1C(=C(C2=C(C=CO2)C1)C=1C(=CC2=C(N(C(N=C2N2C[C@H](N(C[C@@H]2C)C(=O)OC(C)(C)C)C)=O)C=2C(=NC=CC2C)C(C)C)N1)F)F tert-butyl (2R,5S)-4-(7-(5,6-difluorobenzofuran-7-yl)-6-fluoro-1-(2-isopropyl-4-methylpyridin-3-yl)-2-oxo-1,2-dihydropyrido[2,3-d]pyrimidin-4-yl)-2,5-dimethylpiperazine-1-carboxylate